1,1-dibromo-1,2,2,2-tetrafluoroethane BrC(C(F)(F)F)(F)Br